exo-3-chloro-N-[(1R)-1-(4-ethoxyphenyl)-2-methoxyethyl]-1a,6b-dihydro-1H-cyclopropa[b][1]benzofuran-1-carboxamide ClC1=CC=CC=2C3C(OC21)C3C(=O)N[C@@H](COC)C3=CC=C(C=C3)OCC